O.O.[Sn](Cl)Cl tin dichloride dihydrate